CC(=O)N[C@@H]1[C@H]([C@H]([C@H](OC1O)CO)OS(=O)(=O)O)O[C@H]2[C@@H]([C@H](C(=C(O2)C(=O)O)O)O)O The molecule is an oligsaccharide sulfate that is 2-acetamido-2-deoxy-4-O-sulfo-beta-D-galactopyranose in which the hydroxy group at position 3 has been converted into the corresponding alpha-L-threo-hex-4-enopyranosidurosyl derivative. It is a member of acetamides, an amino disaccharide, a monocarboxylic acid and an oligosaccharide sulfate.